Racemic-(1S,2S)-1-(methoxymethyl)-2-vinylcyclopropane-1-carboxylic acid methyl ester COC(=O)[C@@]1([C@@H](C1)C=C)COC |r|